BrCC(=O)N1CCN(CC1)S(=O)(=O)C1=CC=CC=C1 2-bromo-1-(4-(phenylsulfonyl)piperazin-1-yl)ethan-1-one